[Pt].[W] tungsten-platinum